2,4-dimethyl-3-aminopyridine CC1=NC=CC(=C1N)C